6-(2-Fluoro-3-(4-(trifluoromethyl)phenyl)propyl)-2-thia-6-azaspiro[3.4]octane 2,2-dioxide FC(CN1CC2(CS(C2)(=O)=O)CC1)CC1=CC=C(C=C1)C(F)(F)F